2-(7-bromo-5-chloro-1-cyclopropyl-1H-pyrazolo[4,3-b]pyridin-3-yl)isoindoline-1,3-dione BrC1=C2C(=NC(=C1)Cl)C(=NN2C2CC2)N2C(C1=CC=CC=C1C2=O)=O